FC(OC=1C=C(C=CC1N1CCOCC1)NC=1C=2N(C=C(N1)C1=CC=C3C=NNC3=C1)N=CN2)F N-(3-(difluoromethoxy)-4-morpholinylphenyl)-6-(1H-indazol-6-yl)-[1,2,4]triazolo[1,5-a]pyrazin-8-amine